(3R,4R)-3-fluoro-4-((2-(1-(4-methoxybenzyl)-2,6-dioxopiperidin-3-yl)-1-oxoisoindolin-5-yl)oxy)pyrrolidine-1-carboxylic acid tert-butyl ester C(C)(C)(C)OC(=O)N1C[C@H]([C@@H](C1)OC=1C=C2CN(C(C2=CC1)=O)C1C(N(C(CC1)=O)CC1=CC=C(C=C1)OC)=O)F